ClC=1C=C2C(=CC(=NC2=CC1)C(F)(F)F)N[C@@H]1C[C@@H](CCC1)NC(=O)C=1C=NN(C1C)C1CCN(CC1)C(=O)OC(C)(C)C tert-butyl 4-(4-(((1R,3S)-3-((6-chloro-2-(trifluoromethyl)quinolin-4-yl)amino)cyclohexyl)carbamoyl)-5-methyl-1H-pyrazol-1-yl)piperidine-1-carboxylate